C1(=CC=CC=C1)NC1=CC(=CC(=C1)NC1=CC=CC=C1)NC1=CC=CC=C1 N,N',N''-triphenyl-1,3,5-benzenetriamine